Methyl (R)-3-((3-methoxy-3-oxopropyl)amino)butanoate COC(CCN[C@@H](CC(=O)OC)C)=O